O=C1NC2(CN(C2)C(=O)OC2CC(C2)COC2=C(C=C(C=C2)F)C)CO1 3-((4-fluoro-2-methylphenoxy)methyl)cyclobutyl 6-oxo-7-oxa-2,5-diazaspiro[3.4]octane-2-carboxylate